N[C@@H](CC(=O)OC(CCCCCN1C(C=CC1=O)=O)=O)C(=O)OC(CCCCCN1C(C=CC1=O)=O)=O bis-(6-maleimidohexanoyl) aspartate